trans-1-(tert-butoxycarbonyl-amino)-4-ethynyl-cyclohexane C(C)(C)(C)OC(=O)N[C@@H]1CC[C@H](CC1)C#C